3-bromo-6-(n-propylsulfonyl)-2-methoxypyridine BrC=1C(=NC(=CC1)S(=O)(=O)CCC)OC